(E)-1-((4-methoxyphenyl)imino)-2-(thien-2-yl)-5-(trifluoromethyl)-1H-indene-3-carbaldehyde COC1=CC=C(C=C1)\N=C/1\C(=C(C2=CC(=CC=C12)C(F)(F)F)C=O)C=1SC=CC1